NC(C(C)OC([C@@H](N)C)=O)=O L-alanine 1-amino-1-oxopropan-2-yl ester